N[C@@H](CCCCNC(COCCOCCNC(CC[C@H](NC(CCCCCCCCCCCCCCCCC(OC(C)(C)C)=O)=O)C(=O)OC(C)(C)C)=O)=O)C(=O)O (23S,41S)-41-amino-23-(tert-butoxycarbonyl)-2,2-dimethyl-4,21,26,35-tetraoxo-3,30,33-trioxa-22,27,36-triazadotetracontan-42-oic acid